7-(Azetidin-3-ylsulfonyl)-N-(2-(4,4-difluoropiperidin-1-yl)-6-methyl-pyrimidin-4-yl)-5-(6-azaspiro[2.5]octan-6-yl)quinazolin-4-amine N1CC(C1)S(=O)(=O)C1=CC(=C2C(=NC=NC2=C1)NC1=NC(=NC(=C1)C)N1CCC(CC1)(F)F)N1CCC2(CC2)CC1